NC=1C=2N(C3=CC(=CC=C3N1)C(=O)N1[C@@H]3[C@H](CCC1)CC1=CC(=CC=C13)C(F)(F)F)C=NC2 |r| Rac-(4-aminoimidazo[1,5-a]quinoxalin-8-yl)((4aR,9bR)-7-(trifluoromethyl)-2,3,4,4a,5,9b-hexahydro-1H-indeno[1,2-b]pyridin-1-yl)methanone